OC=1CN(C=CN1)C[C@H]1NC([C@H](SCC1)C1=CC=C(C=C1)OC1=CC=CC=C1)=O 3-hydroxy-N-[[(2R,5S)-3-oxo-2-(4-phenoxyphenyl)-1,4-thiazepan-5-yl]methyl]pyrazine